[C@@H]12OC[C@@H](N(C1)C1=NC=CC(=N1)NC1=CC(=NO1)C1=CC=C(C=C1)OC)C2 N-(2-((1S,4S)-2-oxa-5-azabicyclo[2.2.1]hept-5-yl)pyrimidin-4-yl)-3-(4-methoxyphenyl)isoxazol-5-amine